dimethoxy-1,3,5-triazinylmethyl-morpholine COC1(N(CCOC1)CC1=NC=NC=N1)OC